2-[3-(4-chloro-3-fluorophenyl)-1-ethyl-1H-1,2,4-triazol-5-yl]-N-[(1S,3R)-3-hydroxy-2,3-dihydro-1H-inden-1-yl]acetamide ClC1=C(C=C(C=C1)C1=NN(C(=N1)CC(=O)N[C@H]1C[C@H](C2=CC=CC=C12)O)CC)F